1-((S)-1-((R or S)-3-(2-(5-fluoro-thiophen-2-yl)ethyl)-1-(2-(6-methylpyridin-3-yl)propan-2-yl)pyrrolidin-3-yl)ethyl)-3-isopropylurea FC1=CC=C(S1)CC[C@@]1(CN(CC1)C(C)(C)C=1C=NC(=CC1)C)[C@H](C)NC(=O)NC(C)C |o1:8|